NC(CC)C (2'-aminopropyl)methane